ClC(CNS(=O)(=O)C(\C=C\C1CCCC1)B1OC(CN(CC(O1)=O)C)=O)(Cl)Cl 2,2,2-trichloroethyl-(e)-(3-cyclopentyl-1-(6-methyl-4,8-dioxo-1,3,6,2-dioxazaborocan-2-yl)allyl)sulfonamide